N1(C=NC=C1)C(=O)OC(CCCC)CCCC Nonan-5-yl 1H-imidazole-1-carboxylate